C1(CCCCC1)[C@H](C)OC1=C(C(=O)NC=2C(=NC=CC2C)OC)C=C(C(=C1)N1N=C2N(CCCC2)C1=O)F 2-[(1S)-1-cyclohexylethoxy]-5-fluoro-N-(2-methoxy-4-methylpyridin-3-yl)-4-(3-oxo-5,6,7,8-tetrahydro[1,2,4]triazolo[4,3-a]pyridin-2(3H)-yl)benzamide